[Br-].C(CCCCCCCCCCCCCCCCC)[N+](C)(C)CCCCCCCCCCCCCCCCCC Dioctadecyldimethyl-ammonium bromid